tert-Butyl ((3R,5R)-1-(2,7-dichloro-8-fluoropyrido[4,3-d]pyrimidin-4-yl)-5-hydroxypiperidin-3-yl)carbamate ClC=1N=C(C2=C(N1)C(=C(N=C2)Cl)F)N2C[C@@H](C[C@H](C2)O)NC(OC(C)(C)C)=O